ClC=1C(=C2C(=NC1)NC(=N2)C(=O)N2[C@@H](C=1C=CC=NC1CC2)C)C (R)-(6-Chloro-7-methyl-3H-imidazo[4,5-b]pyridin-2-yl)(5-methyl-7,8-dihydro-1,6-naphthyridin-6(5H)-yl)methanone